(+/-)-tert-Butyl 6-{[trans-1-(tert-Butoxycarbonyl)-4-(4-[methylsulfonamido]phenyl)piperidin-3-yl]methoxyl}-1-oxoisoindoline-2-carboxylate C(C)(C)(C)OC(=O)N1C[C@H]([C@@H](CC1)C1=CC=C(C=C1)NS(=O)(=O)C)COC1=CC=C2CN(C(C2=C1)=O)C(=O)OC(C)(C)C |r|